(((6-mesityl-1,3,5-triazine-2,4-diyl)bis(3-hydroxy-4,1-phenylene))bis(oxy))bis(1-butoxypropane-3,2-diyl) diacrylate C(C=C)(=O)OC(COCCCC)COC1=CC(=C(C=C1)C1=NC(=NC(=N1)C1=C(C=C(C=C1)OCC(COCCCC)OC(C=C)=O)O)C1=C(C=C(C=C1C)C)C)O